7,12-Dimethylbenz[a]anthracene CC=1C2=CC=C3C(=C2C(=C2C=CC=CC12)C)C=CC=C3